1-(5-chloro-3-methyl-[1,1'-biphenyl]-2-yl)-1H-pyrrole-2,5-dione ClC=1C=C(C(=C(C1)C1=CC=CC=C1)N1C(C=CC1=O)=O)C